BrC1=C2C(C(NC2=CC(=C1)C(=O)NC1=CC=C(C=C1)OC(F)(F)Cl)=O)(C)C 4-bromo-N-(4-(chlorodifluoromethoxy)phenyl)-3,3-dimethyl-2-oxoindoline-6-carboxamide